3,4-dimethyl-8-[3-(1-methylpyrazol-4-yl)oxyazetidin-1-yl]pyrimido[4',5':4,5]thieno[2,3-c]pyridazine CC1=C(C2=C(N=N1)SC1=C2N=CN=C1N1CC(C1)OC=1C=NN(C1)C)C